Methyl 4-(5-(5-(1-Cyano-2,3-dihydro-1H-inden-4-yl)-6-methoxy-1H-pyrazolo[4,3-b]pyridin-3-yl)pyridin-2-yl)piperidine-1-carboxylate C(#N)C1CCC2=C(C=CC=C12)C1=C(C=C2C(=N1)C(=NN2)C=2C=CC(=NC2)C2CCN(CC2)C(=O)OC)OC